COC1=C(C=CC=C1)C1=CC=C(N=N1)N1CC(CCC1)NCC1=CC=C(C=C1)C 1-(6-(2-methoxyphenyl)pyridazin-3-yl)-N-(4-methylbenzyl)piperidin-3-ylamine